(E)-N-(4-(8-(4-chloro-1,6-dimethyl-1H-benzo[d]imidazol-5-yl)indolizine-3-carbonyl)-2,6-difluorophenyl)-4-(((1r,4r)-4-methoxycyclohexyl)amino)but-2-enamide ClC1=C(C(=CC=2N(C=NC21)C)C)C2=CC=CN1C(=CC=C21)C(=O)C2=CC(=C(C(=C2)F)NC(\C=C\CNC2CCC(CC2)OC)=O)F